NC[Si](OCC)(OCC)OCC 1-aminomethyl-(triethoxysilane)